C(C=CCCC)C1C(C1C=1C(CCC1C)=O)(C)C 2-(3-(Hex-2-en-1-yl)-2,2-dimethylcyclopropyl)-3-methylcyclopent-2-en-1-one